methyl (S)-1-((6-((2-chloro-3'-(5-(dimethoxymethyl)picolinamido)-2'-methyl-[1,1'-biphenyl]-3-yl)carbamoyl)pyridin-3-yl)methyl)piperidine-2-carboxylate ClC1=C(C=CC=C1NC(=O)C1=CC=C(C=N1)CN1[C@@H](CCCC1)C(=O)OC)C1=C(C(=CC=C1)NC(C1=NC=C(C=C1)C(OC)OC)=O)C